ClC1=NC(=C2N=CN(C2=N1)C1=CC(=CC=C1)OC1CC1)Cl 2,6-dichloro-9-(3-cyclopropoxyphenyl)-9H-purine